C(C=C)N1N(C2=NC(=CC=C2C1=O)NC1=NC=C(C(=C1)N[C@H](CO)C1=CC=CC=C1)C=1OC(=NN1)C=1C=NC=CC1)C(C)C (S)-2-allyl-6-((4-((2-hydroxy-1-phenylethyl)amino)-5-(5-(pyridin-3-yl)-1,3,4-oxadiazol-2-yl)pyridin-2-yl)amino)-1-isopropyl-1,2-dihydro-3H-pyrazolo[3,4-b]pyridin-3-one